O1CCC2=NC(=CC=C21)C(=O)O 2,3-dihydrofuro[3,2-b]pyridine-5-carboxylic acid